1-isopropyl-2,4-cyclohexanediamine C(C)(C)C1C(CC(CC1)N)N